FC1=C(C=CC(=C1F)OC1=NC=CC=C1C1=NC(=NC=C1)N[C@@H]1CNCCC1)NC(=O)C1CC12CC2 N-(2,3-difluoro-4-((3-(2-(((S)-piperidin-3-yl)amino)pyrimidin-4-yl)pyridin-2-yl)oxy)phenyl)spiro[2.2]pentane-1-carboxamide